1-(2-((2-Chloro-7-((4-chlorophenyl)amino)acridin-9-yl)amino)ethyl)guanidine ClC1=CC2=C(C3=CC(=CC=C3N=C2C=C1)NC1=CC=C(C=C1)Cl)NCCNC(=N)N